FC1=CC=C2[C@@H](N3C(C2=C1)=CN=C3)[C@H]3[C@@H](COC3)O (3S,4R)-4-((S)-8-fluoro-5H-imidazo[5,1-a]isoindol-5-yl)tetrahydrofuran-3-ol